C(C)(C)C=1C=C(C=CC1)C(C[Al](CC(C)C1=CC(=CC=C1)C(C)C)CC(C)C1=CC(=CC=C1)C(C)C)C tris[2-(3-isopropylphenyl)-propyl]aluminum